FC(OC1=CC=C(C=C1)C1=CN=C2N1C=CN=C2NC2=CC(=C(C(=O)N(CC(=O)N1CCN(CC1)C)C)C=C2)C)F 4-[[3-[4-(difluoromethoxy)phenyl]imidazo[1,2-a]pyrazin-8-yl]amino]-N,2-dimethyl-N-[2-(4-methylpiperazin-1-yl)-2-oxoethyl]benzamide